The molecule is conjugate base of pelargonidin 3-O-(6-O-caffeoyl-beta-D-glucoside) 5-O-beta-D-glucoside. It is a conjugate base of a pelargonidin 3-O-(6-O-caffeoyl-beta-D-glucoside) 5-O-beta-D-glucoside. C1=CC(=CC=C1C2=C(C=C3C(=CC(=O)C=C3O[C@H]4[C@@H]([C@H]([C@@H]([C@H](O4)CO)O)O)O)O2)O[C@H]5[C@@H]([C@H]([C@@H]([C@H](O5)COC(=O)/C=C/C6=CC(=C(C=C6)O)O)O)O)O)O